4-((1S,2R,5S)-2-((5,7-dimethyl-1H-indol-4-yl)oxy)-5-methoxycyclohexyl)benzamide CC=1C(=C2C=CNC2=C(C1)C)O[C@H]1[C@@H](C[C@H](CC1)OC)C1=CC=C(C(=O)N)C=C1